OC1CC(CN(CC1)C(=O)[O-])S(=O)(=O)C 5-hydroxy-3-methylsulfonyl-azepane-1-carboxylate